[Si].FS(=O)(=O)O fluorosulfonic acid silicon